(5S)-1'-(7-bromo-6-methyl-pyrazolo[1,5-a]pyrazin-4-yl)spiro[5,7-dihydro-cyclopenta[b]pyrazin-6,4'-piperidin]-5-amine BrC1=C(N=C(C=2N1N=CC2)N2CCC1(CC2)[C@@H](C=2C(=NC=CN2)C1)N)C